N1N=NC=C1CC(=O)N1[C@@H](C[C@H](C1)F)C(=O)N[C@H](C1=CC(=C(C=C1)C(C)C)F)C=1C(=NC=CC1)N (2S,4R)-1-(2-(1H-1,2,3-triazol-5-yl)acetyl)-N-((R)-(2-aminopyridin-3-yl)(3-fluoro-4-isopropylphenyl)methyl)-4-fluoropyrrolidine-2-carboxamide